OC1=CC(=NC2=CC(=CC=C12)NC(OC(C)(C)C)=O)[C@@H]1[C@H](C1)C1=NC=CC(=N1)C |r| rac-tert-butyl (4-hydroxy-2-((1S*,2S*)-2-(4-methylpyrimidin-2-yl)cyclopropyl) quinolin-7-yl)carbamate